CN1C(=NC=C1S(=O)(=O)N1CCC(CC1)C=1C(=CC=2N(C1)N=CN2)CC)C 6-(1-((1,2-dimethyl-1H-imidazol-5-yl)sulfonyl)piperidin-4-yl)-7-ethyl-[1,2,4]triazolo[1,5-a]pyridine